ethyl-(binaphthalenyl) C(C)C1=C(C2=CC=CC=C2C=C1)C1=CC=CC2=CC=CC=C12